[Cl-].C1(=C(C(=CC(=C1)C)C)N1C=[N+](C=C1)C1=C(C=C(C=C1C)C)C)C 1,3-dimesityl-1H-imidazol-3-ium chloride